[Zn].[La].OC(C(=O)N)(C)C1=CC=CC=C1 Hydroxyphenyl-propionamide lanthanum Zinc